C(C)(C)(C)OC(CN1C(=CC2=CC(=C(C=C12)F)F)C(=O)OC(C)(C)C)=O (S)-tert-butyl 1-(2-(tert-butoxy)-2-oxoethyl)-5,6-difluoroindole-2-carboxylate